Cl.O=C1NC2=CC=CC=C2C(=C1)N1CCC(CC1)CNS(=O)(=O)N N-((1-(2-oxo-1,2-dihydroquinolin-4-yl)piperidin-4-yl)methyl)sulfamide hydrochloride